N-(2,2-difluoroethoxy)pyridazine-3-carboxamide FC(CONC(=O)C=1N=NC=CC1)F